C(=O)C=1C=C(C(NC1C1=CC=CC=C1)=O)C(=O)O 5-formyl-2-oxo-6-phenyl-1,2-dihydropyridine-3-carboxylic acid